CN(CC(=O)NC1CCN(CC1)C1=C(C=CC=C1)/C=C/C(=O)NO)C (E)-3-(2-(4-(2-(dimethylamino)acetamido)piperidin-1-yl)phenyl)-N-hydroxyacrylamide